COC=1C=CC2=C(N=C(O2)C2CCN(CC2)C2=C(C(N(C3=CC=CC=C23)C)=O)C(=O)N)C1 4-[4-(5-Methoxy-1,3-benzooxazol-2-yl)piperidin-1-yl]-1-methyl-2-oxo-1,2-dihydroquinoline-3-carboxamide